2-chloro-N-(3,5-dichloropyridin-4-yl)-7,8-dihydro-6H-thiopyrano[3,2-d]pyrimidin-4-amine ClC=1N=C(C2=C(N1)CCCS2)NC2=C(C=NC=C2Cl)Cl